2-methoxy-4-hydroxy-5-benzoyl-benzenesulfonic acid COC1=C(C=C(C(=C1)O)C(C1=CC=CC=C1)=O)S(=O)(=O)O